(E)-5-phenylvinyl-1H-pyrrolo[2,3-c]pyridine C1(=CC=CC=C1)/C=C/C=1C=C2C(=CN1)NC=C2